O=C1NC(CCC1C=1C(=NC=C(C1)N1CCC(CC1)CO)C(=O)N)=O (2,6-Dioxopiperidin-3-yl)-5-(4-(hydroxymethyl)piperidin-1-yl)picolinamide